1-O-α-D-glucopyranosyl-D-sorbitol [C@H]1([C@H](O)[C@@H](O)[C@H](O)[C@H](O1)CO)OC[C@H](O)[C@@H](O)[C@H](O)[C@H](O)CO